13,17,21-Trimethylpentatriacontane CC(CCCCCCCCCCCC)CCCC(CCCC(CCCCCCCCCCCCCC)C)C